NC(CCN(C=1C=CC(=NC1)OCCN1[C@H](CN(C[C@H]1C)C(=O)OCC1=CC=CC=C1)C)C(=O)OC)=O (3S,5R)-benzyl 4-(2-((5-((3-amino-3-oxopropyl)(methoxycarbonyl)amino)pyridin-2-yl)oxy)ethyl)-3,5-dimethylpiperazine-1-carboxylate